Tert-butyl N-[2-[1-(2,6-dioxo-3-piperidyl)-3-methyl-2-oxo-benzimidazol-4-yl]ethyl]carbamate O=C1NC(CCC1N1C(N(C2=C1C=CC=C2CCNC(OC(C)(C)C)=O)C)=O)=O